ClC1=NC(=CC=C1C(=O)NS(=O)(=O)C=1C=CC(=NC1)OCCCCC1CC(N(C1)C(=O)OC(C)(C)C)(C)C)N1N=C(C=C1)OCCC1(CC1)C(F)(F)F tert-Butyl 4-[4-[[5-[[2-chloro-6-[3-[2-[1-(trifluoromethyl)cyclopropyl]ethoxy] pyrazol-1-yl]pyridine-3-carbonyl]sulfamoyl]-2-pyridyl]oxy]butyl]-2,2-dimethyl-pyrrolidine-1-carboxylate